2-[2-fluoro-1-(fluoromethyl)ethyl]-pyrazole-3-carboxamide FCC(CF)N1N=CC=C1C(=O)N